5-fluorophenyl 2,2-dimethylpropanoate CC(C(=O)OC1=CC=CC(=C1)F)(C)C